2,6-dimethyl-4-iodoaniline CC1=C(N)C(=CC(=C1)I)C